C=C(CCC=C(C)C)[C@H]1CC[C@]2(C)[C@@H]1CC[C@@H]1[C@@]3(C)CC[C@H](O)C(C)(C)[C@@H]3CC[C@@]21C dammaradienol